(E)-methanol CO